6-(4-(4-isopropylpiperazin-1-yl)phenyl)-1-methyl-2-(4-(methylsulfonyl)phenyl)-N-(2-morpholinoethyl)-1H-benzo[d]imidazol-4-amine C(C)(C)N1CCN(CC1)C1=CC=C(C=C1)C=1C=C(C2=C(N(C(=N2)C2=CC=C(C=C2)S(=O)(=O)C)C)C1)NCCN1CCOCC1